COC1=CC=2N(C(C(=C(N2)C(F)(F)F)C=2C=NN(C2)CC(C(F)(F)F)(F)F)=O)C(=C1)C 8-methoxy-6-methyl-3-[1-(2,2,3,3,3-pentafluoropropyl)-1H-pyrazol-4-yl]-2-(trifluoromethyl)-4H-pyrido[1,2-a]pyrimidin-4-one